O1C2=C(OCC1)C=C(C=C2)C=2C=C(C=C1C(C=C(OC21)N2CCOCC2)=O)C 8-(2,3-dihydrobenzo[b][1,4]dioxin-6-yl)-6-methyl-2-morpholino-4H-chromen-4-one